3-CHLORO-1,2-BENZOXAZOLE ClC1=NOC2=C1C=CC=C2